COC(CC[C@@H](C#CC1=CC(=CC=C1)Br)NC(=O)OC(C)(C)C)=O.C(C)(C)(C)C1=CC=C(C=C1)C1=NC2=CC=CC=C2C=N1 2-(4-(tert-butyl)phenyl)quinazoline methyl-(4S)-6-(3-bromophenyl)-4-[(tert-butoxycarbonyl)amino]hex-5-ynoate